C[C@@H]1CN(CC=2N1N=C1C(=CC=CC21)C2CCNCC2)C2=C1C=CC=NC1=C(C=C2)C#N (R)-5-(4-methyl-7-(piperidin-4-yl)-3,4-dihydropyrazino[1,2-b]indazole-2(1H)-yl)quinoline-8-carbonitrile